5-(1-(cyclopropylmethyl)piperidin-4-yl)-2-(4-isopropyl-5-(8-methoxyimidazo[1,2-a]pyridin-6-yl)-1H-pyrazol-3-yl)thiazole C1(CC1)CN1CCC(CC1)C1=CN=C(S1)C1=NNC(=C1C(C)C)C=1C=C(C=2N(C1)C=CN2)OC